6-{8-[(2-cyano-2-methylideneethyl)amino]-7-methoxynaphthalen-2-yl}-N-(2-hydroxypropyl)pyridine-2-carboxamide C(#N)C(CNC=1C(=CC=C2C=CC(=CC12)C1=CC=CC(=N1)C(=O)NCC(C)O)OC)=C